[Na].C1CCC2=C(C=3CCCC3C=C12)NC(=O)NS(=O)(=O)CC1=CC=C(C=C1)C N-((1,2,3,5,6,7-Hexahydro-s-indacen-4-yl)carbamoyl)-1-(p-tolyl)methanesulfonamide, Sodium Salt